6-hydroxy-5-oxo-4-(3-(trifluoromethoxy)benzyl)-4,5-dihydrothieno[3,2-b]pyridine-7-carboxylic acid OC1=C(C2=C(N(C1=O)CC1=CC(=CC=C1)OC(F)(F)F)C=CS2)C(=O)O